ClCC/C=C/C1=CC=CC=C1 (E)-4-chloro-1-phenyl-1-butene